C(#N)C=1C(=CC(=C(C1)NC(C1=C(N=C(C=C1)C)OC)=O)N1CCC(CC1)OC1=C(C=C(C=C1)F)F)F N-(5-Cyano-2-(4-(2,4-difluorophenoxy)piperidin-1-yl)-4-fluorophenyl)-2-methoxy-6-methylnicotinamid